(7-bromo-2,6-dichloro-8-fluoroquinazolin-4-yl)-N,N-dimethyl-5,6,7,8-tetrahydropyrazolo[4,3-c]azepin-2(4H)-carboxamide BrC1=C(C=C2C(=NC(=NC2=C1F)Cl)C=1N(N=C2C1CNCCC2)C(=O)N(C)C)Cl